CNC(CN1C(CCC1=O)C(=O)NC1=CC(=CC=2CCOC21)OC2=CC=C(C=C2)C(F)(F)F)=O 1-(2-(methylamino)-2-oxoethyl)-5-oxo-N-(5-(4-(trifluoromethyl)phenoxy)-2,3-dihydrobenzofuran-7-yl)pyrrolidine-2-carboxamide